FC(CCCCCCCCCCCCCCCCC=C)(F)F 19,19,19-trifluoro-1-nonadecene